Triethylene Glycol Sulfate S(=O)(=O)(O)OCCOCCOCCO